chloro-nickel Cl[Ni]